N-[5-[1-(Cyclopropylmethyl)pyrazol-4-yl]-4-fluoro-2-methylphenyl]pyrazolo[1,5-a]pyridine-3-carboxamide C1(CC1)CN1N=CC(=C1)C=1C(=CC(=C(C1)NC(=O)C=1C=NN2C1C=CC=C2)C)F